benzyl (2R)-2-[(4-nitrophenyl)methyl]-3-oxo-piperazine-1-carboxylate [N+](=O)([O-])C1=CC=C(C=C1)C[C@H]1N(CCNC1=O)C(=O)OCC1=CC=CC=C1